COC=1C=C2[C@]3(C=NC2=CC1)[C@@H](C3)C3=CC=C1C(=NNC1=C3)NC3=NC(=CN=C3OC)C=3C=NN(C3)C (1R,2S)-5'-methoxy-2-(3-{[3-methoxy-6-(1-methyl-1H-pyrazol-4-yl)pyrazin-2-yl]amino}-1H-indazol-6-yl)spiro[cyclopropane-1,3'-indol]